Methyl (S)-2-(2-(1-(4-aminobenzoyl)piperidin-4-yl)acetamido)-3-(4-(benzyloxy)phenyl)-propanoate NC1=CC=C(C(=O)N2CCC(CC2)CC(=O)N[C@H](C(=O)OC)CC2=CC=C(C=C2)OCC2=CC=CC=C2)C=C1